5-chloro-4,4-difluoro-1,2,3,4-tetrahydroisoquinoline ClC1=C2C(CNCC2=CC=C1)(F)F